2-fluoro-4-methoxypyridine-3-carboxamide FC1=NC=CC(=C1C(=O)N)OC